O[C@H]1CN(C[C@@H]([C@H]1O)NC1=NC(=CN=C1)C(F)(F)F)C(CCCCC(=O)N)=O 6-((3S,4R,5S)-3,4-dihydroxy-5-((6-(trifluoromethyl)pyrazin-2-yl)amino)piperidin-1-yl)-6-oxohexanamide